2-(4-((2-(4-chloro-1-isopropyl-1H-pyrazol-5-yl)-4,5,6,7-tetrahydropyrazolo[1,5-a]pyridin-4-yl)amino)phenyl)-1-ethyl-1H-imidazole-4-carbonitrile ClC=1C=NN(C1C1=NN2C(C(CCC2)NC2=CC=C(C=C2)C=2N(C=C(N2)C#N)CC)=C1)C(C)C